C(C)N(C([S-])=S)CC.[Cu+2].C(C)N(C([S-])=S)CC Copper (II) diethyldithiocarbamate